(3S,4S)-4-((4-(benzo[d]thiazol-6-ylamino)-7-(1-methyl-1H-pyrazol-4-yl)quinazolin-5-yl)oxy)-1-methylpiperidin-3-ol S1C=NC2=C1C=C(C=C2)NC2=NC=NC1=CC(=CC(=C21)O[C@@H]2[C@H](CN(CC2)C)O)C=2C=NN(C2)C